C(C)OC(=O)C1=NN(N=C1)C1=C(C=CC=C1)O 2-(2-hydroxyphenyl)-1,2,3-triazole-4-carboxylic acid ethyl ester